ClC=1C=C(C(=O)NC2=CC=C(C=C2)C2(CC(C2)(F)F)C(N[C@@H]2[C@@H](C2)OCC)=O)C=CC1 3-chloro-N-[4-(1-{[(1S,2R)-2-ethoxycyclopropyl]carbamoyl}-3,3-difluorocyclobutyl)phenyl]benzamide